(1E)-N-Benzyl-1-indanimine C(C1=CC=CC=C1)/N=C/1\CCC2=CC=CC=C12